7-Fluoro-1-methyl-1,2-dihydro-3H-benzo[e]indole-3-carboximidamide FC1=CC2=C(C=3C(CN(C3C=C2)C(N)=N)C)C=C1